5-methoxy-4-oxo-chromene-2-carboxylic acid ethyl ester C(C)OC(=O)C=1OC2=CC=CC(=C2C(C1)=O)OC